C(CCCCCCCCCCCCCCCCCCCCCCCCCCC=CC)(=O)O 28-Triacontenoic acid